3-(4-pentenyl)-cyclopentadien-1-ylidene[2,7-bis(tert-butyl)-fluoren-9-ylidene]hafnium dichloride [Cl-].[Cl-].C(CCC=C)C1=CC(C=C1)=[Hf+2]=C1C2=CC(=CC=C2C=2C=CC(=CC12)C(C)(C)C)C(C)(C)C